bis(3-chloropropyl)ferrocene ClCCC[C-]1C=CC=C1.[C-]1(C=CC=C1)CCCCl.[Fe+2]